ClCCOCCCl bis(2-chloroethyl)ether